manganous perchlorate Cl(=O)(=O)(=O)[O-].[Mn+2].Cl(=O)(=O)(=O)[O-]